C(C)(C)(C)OC(=O)N1CC(N(CC1)C(C1=CC=C(C=C1)F)C1=CC=C(C=C1)F)C(N)=O 4-(Bis(4-fluorophenyl)methyl)-3-carbamoylpiperazine-1-carboxylic acid tert-butyl ester